13-tridecylethylenediamine CCCCCCCCCCCCCNCCN